4-(chloromethyl)-1-methyl-5-nitro-pyrazole ClCC=1C=NN(C1[N+](=O)[O-])C